OCC[C@@H](CO)NC(OCC1=CC=CC=C1)=O Benzyl N-[(1S)-3-Hydroxy-1-(hydroxymethyl)propyl]carbamate